C[C@@H]1C[C@@H](CN1)COC1=CC=C(C=C1)S(=O)(=O)C1CN(C1)C(=O)OCC=C allyl 3-[4-[[(3S,5R)-5-methylpyrrolidin-3-yl]methoxy]phenyl]sulfonylazetidine-1-carboxylate